C(C)(=O)OC1=CC=C(C(=O)OC2=CC=C(C=C2)C=O)C=C1 4-formylphenyl 4-acetoxybenzoate